C(C)(C)C1=C(NC2=CC=C(C=C12)CCC1CCNCC1)C1=C2C(=NC=C1)NN=C2 4-(3-isopropyl-5-(2-(piperidin-4-yl)ethyl)-1H-indol-2-yl)-1H-pyrazolo[3,4-b]pyridine